CP(=O)(C)C1=CC(=C(C=C1F)C1=CC2=C(N=C3N2[C@H]2C4=C(C(N([C@@H]3C2)C([2H])([2H])[2H])=O)C=CC=C4OC)C=C1)F (7R,14R)-11-(4-(dimethylphosphoryl)-2,5-difluorophenyl)-1-methoxy-6-(methyl-d3)-6,7-dihydro-7,14-methanobenzo[f]benzo[4,5]imidazo[1,2-a][1,4]diazocin-5(14H)-one